N-[(3S,4R)-3-fluoro-1-methyl-3-methyl-4-piperidyl]-6-[3-(4-mesyl-2-anisidino)-1-propynyl]-1-(2,2,2-trifluoroethyl)-1H-benzo[d]imidazole-4-carboxamide F[C@]1(CN(CC[C@H]1NC(=O)C1=CC(=CC=2N(C=NC21)CC(F)(F)F)C#CCNC=2C(OC)=CC=C(C2)S(=O)(=O)C)C)C